FC(C1=CC=C(C=N1)C=C1CC2(CN(C2)C(=O)OC(C)(C)C)C1)(F)F tert-Butyl 6-[[6-(trifluoromethyl)-3-pyridyl]methylene]-2-azaspiro[3.3]heptane-2-carboxylate